3-(1-(2-(dimethylamino)ethyl)-1H-pyrazol-4-yl)-6-(4-fluorophenyl)-5-(4-methyl-quinazolin-6-yl)pyridin-2-amine CN(CCN1N=CC(=C1)C=1C(=NC(=C(C1)C=1C=C2C(=NC=NC2=CC1)C)C1=CC=C(C=C1)F)N)C